N1N=CC(=C1)C(=O)OC methyl 4-pyrazolecarboxylate